C(C)C=1C(C2=C(C=CC(=C2C(C1CC1=NC=C(C=C1)OC(F)(F)F)=O)F)F)=O 2-ethyl-5,8-difluoro-3-((5-(trifluoromethoxy)pyridin-2-yl)methyl)naphthalene-1,4-dione